tert-butyl 3-iodo-2-methyl-5,6-dihydropyrrolo[3,2-c]pyrazole-4-carboxylate IC1=C2C(=NN1C)CCN2C(=O)OC(C)(C)C